ClC=1C=C(C=2N(N1)C=CN2)[C@@H]2[C@H](C2)C2=C(C1=C(C=N2)C=NN1CC(F)(F)F)F 6-((1S,2S)-2-(6-chloroimidazo[1,2-b]pyridazin-8-yl)cyclopropyl)-7-fluoro-1-(2,2,2-trifluoroethyl)-1H-pyrazolo[4,3-c]pyridine